3-fluoro-1-(4-((8-((2r,3s)-3-hydroxy-2-methylazetidin-1-yl)-5-isopropyl-2,7-naphthyridin-3-yl)amino)pyrimidin-2-yl)-4-methylpiperidin-4-ol FC1CN(CCC1(O)C)C1=NC=CC(=N1)NC=1N=CC2=C(N=CC(=C2C1)C(C)C)N1[C@@H]([C@H](C1)O)C